2-(trimethylsilyl)ethyl-N6-[(2,5-dioxo-2,5-dihydro-1H-pyrrol-1-yl)acetyl]-D-lysinate C[Si](CCOC([C@H](N)CCCCNC(CN1C(C=CC1=O)=O)=O)=O)(C)C